ethyl 1-({[(1R)-1-(4-acetyl-3,5-diethoxyphenyl) ethyl] (4-phenylbutyl) carbamoyl} amino)-3-methoxycyclobutane-1-carboxylate C(C)(=O)C1=C(C=C(C=C1OCC)[C@@H](C)N(C(=O)NC1(CC(C1)OC)C(=O)OCC)CCCCC1=CC=CC=C1)OCC